2-amino-2-methyl-caproic acid NC(C(=O)O)(CCCC)C